C(C)OC(CCC(=O)C1=NC2=C(C=CC=C2C(=C1O)Br)C1=C(C=CC(=C1)F)F)=O 4-[4-Bromo-8-(2,5-difluoro-phenyl)-3-hydroxy-quinolin-2-yl]-4-oxo-butyric acid ethyl ester